N-(Cyclohexylmethyl)-5-(4-methoxyphenyl)-3,3-dimethylmorpholine-4-carboxamide C1(CCCCC1)CNC(=O)N1C(COCC1C1=CC=C(C=C1)OC)(C)C